ClC1=CC=C(C=C1)S(=O)(=O)N(C1CCN(CC1)CCCOC1=CC=C(C=C1)C(\C=C\C=1SC=CC1)=O)C (E)-4-chloro-N-methyl-N-(1-(3-(4-(3-(thiophen-2-yl)propenoyl)phenoxy)propyl)piperidin-4-yl)benzenesulfonamide